COC[C@H](C(N[C@@H](CCCC1=CC=CC=C1)B1OC(C(O1)(C)C)(C)C)=O)NC(=O)[C@H]1OCCCC1 (S)-N-((R)-3-methoxy-1-oxo-1-(((R)-4-phenyl-1-(4,4,5,5-tetramethyl-1,3,2-dioxaborolan-2-yl)butyl)amino)propan-2-yl)tetrahydro-2H-pyran-2-carboxamide